4-methylbenzyl-Amide CC1=CC=C(C[NH-])C=C1